Cl.FC=1C=C(C=CC1F)[C@H]1[C@@H](CN(C1)CCOC)NC(=O)NC1=C(C(=NN1C1=CC=CC=C1)OCCO)C 1-((3S,4R)-4-(3,4-difluorophenyl)-1-(2-methoxyethyl)pyrrolidin-3-yl)-3-(3-(2-hydroxyethoxy)-4-methyl-1-phenyl-1H-pyrazol-5-yl)urea hydrochloride